COC(CCCCCCCCC(=O)N(C)C)=O 10-(dimethylamino)-10-oxo-decanoic acid methyl ester